[F-].[F-].C(C)[SiH](CC)[Zr+2](C1(C(=CC=C1)CC)CC)C1(C(=CC=C1)CC)CC diethylsilyl-bis(diethylcyclopentadienyl)zirconium difluoride